CS(=O)(C)=NC=1C=CC(=NC1)N1N=CN=C1[C@H](C)NC(C1=C(C(=CC=C1)C(F)(F)F)F)=O (S)-N-(1-(1-(5-((dimethyl(oxo)-λ6-sulfaneylidene)amino)pyridin-2-yl)-1H-1,2,4-triazol-5-yl)ethyl)-2-fluoro-3-(trifluoromethyl)benzamide